1-(9Z,12Z-heptadecadienoyl)-2-octadecanoyl-glycero-3-phosphoserine CCCCCCCCCCCCCCCCCC(=O)O[C@H](COC(=O)CCCCCCC/C=C\C/C=C\CCCC)COP(=O)(O)OC[C@@H](C(=O)O)N